[N+](=O)(OCCCCCCC(C)(C)C1=CC(=C2[C@H]3[C@H](C(OC2=C1)(C)C)CC=C(C3)C)O)[O-] [7-[(6Ar,10aR)-1-hydroxy-6,6,9-trimethyl-6a,7,10,10a-tetrahydrobenzo[c]chromen-3-yl]-7-methyloctyl] nitrate